C(C)(C)(C)OC(=O)N[C@H](C(=O)OC(C)(C)C)CC1=CC=C(C=C1)N tert-butyl (S)-2-((tert-butoxycarbonyl)amino)-3-(4-aminophenyl)propanoate